2-[4-(2-hydroxyethyl)-phenyl]-ethanol OCCC1=CC=C(C=C1)CCO